C([O-])([O-])=O.[K+].[K+] (+/-)-Potassium carbonate